(4,4'-dinonyl-2,2'-bipyridyl) ruthenium [Ru].C(CCCCCCCC)C1=CC(=NC=C1)C1=NC=CC(=C1)CCCCCCCCC